COC=1C(=CC(=C(C1)C1C(N=C(O1)N)(C)C)C)[N+](=O)[O-] (5-methoxy-2-methyl-4-nitrophenyl)-4,4-dimethyl-4,5-dihydrooxazol-2-amine